C[C@]12CC(C[C@](CC1)(N2)C)N(C2=CC=C(N=N2)C2=C(C=C(C=C2)C=2C=NN(C2)CF)O)C 2-(6-{[(1R,3S,5S)-1,5-dimethyl-8-azabicyclo[3.2.1]octan-3-yl](methyl)amino}pyridazin-3-yl)-5-[1-(fluoromethyl)-1H-pyrazol-4-yl]phenol